3-(9-((4-(aminomethyl)phenyl)carbamoyl)-4,5-dihydrobenzo[b]thieno[2,3-d]oxepin-8-yl)-6-((4-methylpentan-2-yl)carbamoyl)picolinic acid NCC1=CC=C(C=C1)NC(=O)C1=CC2=C(OCCC3=C2SC=C3)C=C1C=1C(=NC(=CC1)C(NC(C)CC(C)C)=O)C(=O)O